C(C1=CC=CC=C1)(=O)NC1=C2N=CNC2=NC=N1 6-benzamido-9H-purin